(2-methylpyrimidin-4-yl)methanol CC1=NC=CC(=N1)CO